O[C@]1([C@@H](CCC1)N1C(C(=CC2=C1N=C(N=C2)NC2C(CN(CC2([2H])[2H])S(=O)(=O)C)([2H])[2H])C)=O)C (-)-8-((1R,2R)-2-hydroxy-2-methylcyclopentyl)-6-methyl-2-((1-(methylsulfonyl)piperidin-4-yl-3,3,5,5-d4)amino)pyrido[2,3-d]pyrimidin-7(8H)-one